3-methyl-3,4-dihydro-quinolin-2(1H)-one CC1C(NC2=CC=CC=C2C1)=O